[4-[3-[4-[6-[6-[(2R)-2-(3-fluorophenyl)pyrrolidin-1-yl]imidazo[1,2-b]pyridazin-3-yl]-2-pyridyl]piperazin-1-yl]propylamino]-3-methyl-2-oxo-benzimidazol-1-yl]piperidine-2,6-dione FC=1C=C(C=CC1)[C@@H]1N(CCC1)C=1C=CC=2N(N1)C(=CN2)C2=CC=CC(=N2)N2CCN(CC2)CCCNC2=CC=CC=1N(C(N(C12)C)=O)N1C(CCCC1=O)=O